5-chloro-4-(6-methoxy-1H-indol-3-yl)pyrimidin ClC=1C(=NC=NC1)C1=CNC2=CC(=CC=C12)OC